N-((1R,3s,5S)-8-azabicyclo[3.2.1]oct-3-yl)-3-fluoro-N-methyl-4-((1R,2R)-2-(2-methylthieno[2,3-d]pyrimidin-4-yl)cyclopropyl)benzamide [C@H]12CC(C[C@H](CC1)N2)N(C(C2=CC(=C(C=C2)[C@H]2[C@@H](C2)C=2C1=C(N=C(N2)C)SC=C1)F)=O)C